COC(C1=CC(=C(C(=C1)OCCCCCCCCCCCCCCCCCC)OCCCCCCCCCCCCCCCCCC)OCCCCCCCCCCCCCCCCCC)=O 3,4,5-Trioctadecyloxybenzoic acid methyl ester